9-(3-bromo-2-nitrophenyl)-carbazole BrC=1C(=C(C=CC1)N1C2=CC=CC=C2C=2C=CC=CC12)[N+](=O)[O-]